NC1=C(C=C(C=N1)C1=NN2C(=C1)[C@@]1(CN(CC1)C(=O)NC(C)C1=C(C(=NN1C)C)C)OCC2)C(F)(F)F (3'R)-2-[6-amino-5-(trifluoromethyl)pyridin-3-yl]-N-[1-(1,3,4-trimethyl-1H-pyrazol-5-yl)ethyl]-6,7-dihydro-1'H-spiro[pyrazolo[5,1-c][1,4]oxazine-4,3'-pyrrolidine]-1'-carboxamide